C1(CCCC1)CCC(=O)NC=1C=C(C(=NC1)C)NC(=O)C=1C=C2C(=NC1)NC(=C2)C=2C=NN(C2)C N-(5-(3-cyclopentylpropanamido)-2-methylpyridin-3-yl)-2-(1-methyl-1H-pyrazol-4-yl)-1H-pyrrolo[2,3-b]pyridine-5-carboxamide